2-carbonylbutyric acid C(=O)=C(C(=O)O)CC